O=C1NC(CCC1NC1=CC(=C(C=C1C)N1CCN(CC1)C(=O)OC(C)(C)C)F)=O tert-butyl 4-(4-((2,6-dioxopiperidin-3-yl)amino)-2-fluoro-5-methylphenyl)piperazine-1-carboxylate